tert-butyl (R)-(methyl(3-(4-methyl-5-(trifluoromethyl)-2-(4-(trifluoromethyl)piperidin-1-yl)nicotinamido)phenyl)(oxo)-λ6-sulfaneylidene)carbamate C[S@@](=O)(C1=CC(=CC=C1)NC(C1=C(N=CC(=C1C)C(F)(F)F)N1CCC(CC1)C(F)(F)F)=O)=NC(OC(C)(C)C)=O